COC([C@H](C\C=C\C[C@@H](C(=O)OC)NC(=O)OC(C)(C)C)NC(=O)OC(C)(C)C)=O (2s,7s,e)-2,7-bis((tert-butoxycarbonyl)amino)oct-4-enedioic acid dimethyl ester